ClC=1C=C(C=C(C1)C#N)NC(OC1=CC=CC=C1)=O phenyl (3-chloro-5-cyanophenyl)carbamate